ClC=1C=NN2C1C(=CC(=C2)C=2C=NN(C2)C)OC 3-chloro-4-methoxy-6-(1-methyl-1H-pyrazol-4-yl)pyrazolo[1,5-a]Pyridine